ClC1=C(OC2=C3C(=NNC3=C(C=C2NC(C2=CC(=CC(=C2)C(F)(F)F)F)=O)CN2CCOCC2)N2C(C3=CC=CC=C3C2=O)=O)C=C(C=C1)F N-(4-(2-chloro-5-fluorophenoxy)-3-(1,3-dioxoisoindolin-2-yl)-7-(morpholinomethyl)-1H-indazol-5-yl)-3-fluoro-5-(trifluoromethyl)benzamide